The molecule is a ribonucleoside triphosphate oxoanion arising from deprotonation of three of the four triphosphate OH groups of cytidine 5'-triphosphate; major species at pH 7.3. It is a conjugate base of a CTP. C1=CN(C(=O)N=C1N)[C@H]2[C@@H]([C@@H]([C@H](O2)COP(=O)([O-])OP(=O)([O-])OP(=O)(O)[O-])O)O